C1(CCCC1)[C@@H]1[C@@H](C2=CC=C(C=C2CC1)O)C1=CC(=C(C=C1)N1CCC(CC1)CN1CCN(CC1)C=1C=C2CN(C(C2=CC1)=O)[C@@H]1C(NC(CC1)=O)=O)F (S)-3-(5-(4-((1-(4-((1R,2R)-2-cyclopentyl-6-hydroxy-1,2,3,4-tetrahydronaphthalene-1-yl)-2-fluorophenyl)piperidin-4-yl)methyl)piperazin-1-yl)-1-oxoisoindolin-2-yl)piperidine-2,6-dione